(S)-5-(2-ethoxy-3-pyridinyl)-N-(1H-imidazol-4-ylmethyl)-3-methyl-1-[1-methylpropyl]pyrazolo[4,3-b]pyridin-7-amine C(C)OC1=NC=CC=C1C1=CC(=C2C(=N1)C(=NN2[C@H](CC)C)C)NCC=2N=CNC2